((methylsulfonyl)methoxy)benzonitrile CS(=O)(=O)COC1=C(C#N)C=CC=C1